3-(3-(3-(tert-butylamino)-2-cyano-3-oxoprop-1-en-1-yl)phenoxy)propionic acid C(C)(C)(C)NC(C(=CC=1C=C(OCCC(=O)O)C=CC1)C#N)=O